BrC1=C2C=C(N=CC2=CC(=C1)Br)NC 5,7-dibromo-N-methylisoquinolin-3-amine